C(C)(C)N1C(=NC(=C1)C(F)(F)F)[C@H]1CC(CC1)=O |r| Racemic-3-(1-isopropyl-4-(trifluoromethyl)-1H-imidazol-2-yl)cyclopentan-1-one